1-[(2S)-2-amino-4-tert-butoxy-4-oxobutanoyl]pyrrolidine-2-carboxylic acid benzyl ester C(C1=CC=CC=C1)OC(=O)C1N(CCC1)C([C@H](CC(=O)OC(C)(C)C)N)=O